2-((6,7-Dichloro-2-(1-methyl-5-oxopyrrolidine-3-carbonyl)-10-(1H-pyrazol-4-yl)-1,2,3,4-tetrahydropyrazino[1,2-a]indol-9-yl)oxy)acetonitrile ClC1=C(C=C(C=2C(=C3N(C12)CCN(C3)C(=O)C3CN(C(C3)=O)C)C=3C=NNC3)OCC#N)Cl